Tert-butyl (3R)-3-methylpiperazine-1-carboxylate C[C@@H]1CN(CCN1)C(=O)OC(C)(C)C